N2-isopropyl-N4-((2-(trifluoromethyl)pyridin-3-yl)methyl)-1,8-naphthyridine-2,4-diamine C(C)(C)NC1=NC2=NC=CC=C2C(=C1)NCC=1C(=NC=CC1)C(F)(F)F